3-(trifluoromethyl)-phenyl isocyanate FC(C=1C=C(C=CC1)N=C=O)(F)F